4-Amino-1-(benzo[d]oxazol-6-yl)-7-bromo-2-oxo-1,2-dihydroquinoline-3-carboxylic acid methyl ester COC(=O)C=1C(N(C2=CC(=CC=C2C1N)Br)C1=CC2=C(N=CO2)C=C1)=O